(R)-N-(4-(pyridin-3-yloxy)phenyl)-1-(pyrimidin-2-ylmethyl)pyrrolidine-2-carboxamide hydrochloride Cl.N1=CC(=CC=C1)OC1=CC=C(C=C1)NC(=O)[C@@H]1N(CCC1)CC1=NC=CC=N1